OC[C@]1(O)[C@H](O)[C@H](O)[C@@H](O1)CO α-L-tagatofuranose